N-(bicyclo[1.1.1]pentan-1-yl)-N-methyl-3-(trifluoromethyl)benzenesulfonamide C12(CC(C1)C2)N(S(=O)(=O)C2=CC(=CC=C2)C(F)(F)F)C